OC[C@H](C)NC(=O)C=1C(N(N=C(C1)C1=CC=NC=C1)C=1C=NN(C1)C)=O (S)-N-(1-hydroxy-propan-2-yl)-2-(1-methyl-1H-pyrazol-4-yl)-3-oxo-6-(pyridin-4-yl)-2,3-dihydropyridazine-4-carboxamide